3-(6-(4-hydroxypiperidin-4-yl)-1-oxophthalazin-2(1H)-yl)piperidine-2,6-dione OC1(CCNCC1)C=1C=C2C=NN(C(C2=CC1)=O)C1C(NC(CC1)=O)=O